NC1=C(C=2C(=NN3C2CCCC3)N1C1=C(C(=CC=C1C)O)C)C(=O)N 2-amino-1-(3-hydroxy-2,6-dimethylphenyl)-4,5,6,7-tetrahydro-1H-pyrrolo[2',3':3,4]pyrazolo[1,5-a]pyridine-3-carboxamide